ClC1=C(C=C2C(=C(N(C2=C1F)C)C1=NNC(=N1)OCCO)N1C=NC=C1)OC 2-((3-(6-chloro-7-fluoro-3-(1H-imidazol-1-yl)-5-methoxy-1-methyl-1H-indol-2-yl)-1H-1,2,4-triazol-5-yl)oxy)ethan-1-ol